tert-butyl 2'-amino-7'-bromospiro[azetidine-3,4'-chromeno[4,3-d]thiazole]-1-carboxylate NC=1SC2=C(N1)C=1C=CC(=CC1OC21CN(C1)C(=O)OC(C)(C)C)Br